8-((S)-3-(hydroxymethyl)morpholinyl)-2-methylpyrido[4,3-d]pyrimidin-7(6H)-one OC[C@@H]1N(CCOC1)C=1C(NC=C2C1N=C(N=C2)C)=O